3-(2-bromo-4,6-dimethyl-phenyl)sulfonyl-4H-triazolo[1,5-a]quinazolin-5-one BrC1=C(C(=CC(=C1)C)C)S(=O)(=O)C=1N=NN2C1NC(C1=CC=CC=C21)=O